NC=1C(=CC2=C(OC(O2)([2H])[2H])C1)C(CCl)=O 1-(6-aminobenzo[d][1,3]dioxol-5-yl-2,2-d2)-2-chloroethane-1-one